C(C)(C)(C)C1=CC=CC=C1 tert-Butylbenzol